(R)-5-(3-((5,5-difluoro-1-methylpiperidin-3-yl)amino)-5-methyl-1,2,4-triazine-6-yl)benzothiophene-4-ol FC1(C[C@H](CN(C1)C)NC=1N=NC(=C(N1)C)C1=CC=C2C(C=CS2)=C1O)F